(2S,3S)-2-((S)-2-amino-3-(1H-pyrrolo[2,3-b]pyridin-3-yl)propanamido)-N,3-dimethylpentanamide N[C@H](C(=O)N[C@H](C(=O)NC)[C@H](CC)C)CC1=CNC2=NC=CC=C21